3-[(4-{[2-(2,6-dioxo-hexahydropyridin-3-yl)-1,3-dioxo-2,3-dihydro-1H-isoindol-5-yl]amino}-1-oxon-butyl)amino]benzamide O=C1NC(CCC1N1C(C2=CC=C(C=C2C1=O)NCCCC(=O)NC=1C=C(C(=O)N)C=CC1)=O)=O